(S)-2'-(1H-1,3-benzodiazol-2-yl)-6'-chloro-4-{[(1R)-3-hydroxy-3-methyl-1-phenylbutyl]carbamoyl}-[1,1'-biphenyl]-2-carboxylic acid N1C(=NC2=C1C=CC=C2)C2=C(C(=CC=C2)Cl)C=2C(=CC(=CC2)C(N[C@H](CC(C)(C)O)C2=CC=CC=C2)=O)C(=O)O